benzyl 4-[8-[2-[tert-butoxycarbonyl(methyl)amino]ethyl]-2-methylsulfonyl-7-oxo-pyrido[2,3-d]pyrimidin-6-yl]-8-methyl-2,3-dihydroquinoxaline-1-carboxylate C(C)(C)(C)OC(=O)N(CCN1C(C(=CC2=C1N=C(N=C2)S(=O)(=O)C)N2CCN(C1=C(C=CC=C21)C)C(=O)OCC2=CC=CC=C2)=O)C